FC=1C=C2C(CCN(C2=CC1N1CCNCC1)C1CC1)=O 6-fluoro-1-cyclopropyl-7-piperazin-1-yl-2,3-dihydro-quinolin-4(1H)-one